BrC=1C(=C(C=CC1)N1N=C(N=C1CCNC)C)F 2-(1-(3-bromo-2-fluorophenyl)-3-methyl-1H-1,2,4-triazol-5-yl)-N-methylethan-1-amine